NC(C(=O)[O-])CCCC alpha-aminocaproate